3-(7-((1-(4-(Tert-butyl)benzoyl)piperidin-4-yl)oxy)-1-methyl-1H-indazol-3-yl)-piperidine-2,6-dione C(C)(C)(C)C1=CC=C(C(=O)N2CCC(CC2)OC=2C=CC=C3C(=NN(C23)C)C2C(NC(CC2)=O)=O)C=C1